[Si](C)(C)(C(C)(C)C)OC[C@H]1[C@H]2CC[C@@H](CN1)N2C(=O)[O-] |r| (±)-rel-(1R,2R,5S)-2-(((tert-butyldimethylsilyl)oxy)methyl)-3,8-diazabicyclo[3.2.1]octane-8-carboxylate